NCC(CN1N=CN(C1=O)C1=NC=C(N=C1)C1=CC=C(C=C1)S(=O)(=O)C)=C(F)F 2-[2-(aminomethyl)-3,3-difluoro-allyl]-4-[5-(4-methylsulfonylphenyl)-pyrazin-2-yl]-1,2,4-triazol-3-one